3-(1-(3-((4-fluoro-1H-indazol-1-yl)methyl)bicyclo-[1.1.1]pentane-1-carbonyl)-4,5-dihydro-1H-pyrazol-5-yl)benzonitrile FC1=C2C=NN(C2=CC=C1)CC12CC(C1)(C2)C(=O)N2N=CCC2C=2C=C(C#N)C=CC2